tert-butyl 2-(1-methylpiperidin-4-ylidene)hydrazine-1-carboxylate CN1CCC(CC1)=NNC(=O)OC(C)(C)C